(5s)-5-cyclopropyl-5-(3-(5,6-dichloroisoindolin-2-yl)-2-methyl-3-oxopropyl)imidazolidine C1(CC1)[C@]1(CNCN1)CC(C(=O)N1CC2=CC(=C(C=C2C1)Cl)Cl)C